C(#N)C[C@@H]1N(CCN(C1)C1=NC(=NN2C1=NC=C2C2=CC(=CC1=CC=CC=C21)OC)OC[C@H]2N(CCC2)C)C(=O)OCC2=CC=CC=C2 benzyl (S)-2-(cyanomethyl)-4-(7-(3-methoxynaphthalen-1-yl)-2-(((S)-1-methylpyrrolidin-2-yl)methoxy)imidazo[2,1-f][1,2,4]triazin-4-yl)piperazine-1-carboxylate